1-methylpyrrolidin-2-yl-methanol CN1C(CCC1)CO